diphenyl-pentaerythritol tetraphosphite P(O)(O)OC(C(COP(O)O)(COP(O)O)COP(O)O)(C1=CC=CC=C1)C1=CC=CC=C1